β-glyceryl monostearate CCCCCCCCCCCCCCCCCC(=O)OC(CO)CO